3-amino-N-(t-Butoxycarbonyl)-L-alanine methyl ester hydrochloride Cl.COC([C@@H](NC(=O)OC(C)(C)C)CN)=O